1,1-difluorospiro[2.4]heptan-5-amine hydrochloride Cl.FC1(CC12CC(CC2)N)F